ClC=1C(=C2C=NNC2=C(C1F)C(C)C)C=1N=CC=2N(C1)C=C(N2)NC(=O)C2C(C2C=2C=NN(C2)C)C N-(6-(5-chloro-6-fluoro-7-isopropyl-1H-indazol-4-yl)imidazo[1,2-a]pyrazin-2-yl)-2-methyl-3-(1-methyl-1H-pyrazol-4-yl)cyclopropane-1-carboxamide